4-(2-ethoxy-3H-benzo[d]imidazol-5-yl)-morpholine C(C)OC=1NC2=C(N1)C=CC(=C2)N2CCOCC2